C1(CC1)C1=CC(=CC=2N=C(OC21)C=2C=C(C=CC2)C2=C(C=C(C=C2)F)C2=NN=CN2C)C(C(F)(F)F)NS(=O)C(C)(C)C rac-N-(1-(7-Cyclopropyl-2-(4'-fluoro-2'-(4-methyl-4H-1,2,4-triazol-3-yl)-[1,1'-biphenyl]-3-yl)benzo[d]oxazol-5-yl)-2,2,2-trifluoroethyl)-2-methylpropane-2-sulfinamide